C1(CCC1)N1C(NC(C=C1)=O)=O 1-cyclobutyl-2,4-dioxo-1,2,3,4-tetrahydropyrimidine